O=C1NC(CCCC1N1N=C(N(C1=O)C)C1=CC=C(C=C1)CCCCCCCC(=O)OC(C)(C)C)=O tert-Butyl 8-[4-[1-(2,7-dioxoazepan-3-yl)-4-methyl-5-oxo-1,2,4-triazol-3-yl]phenyl]octanoate